3-oxo-2,3-dihydro-1H-isoindol O=C1NCC2=CC=CC=C12